(1R,2R,3S,3aR,8bS)-3a-(4-bromophenyl)-N-(N,N-diethylsulfamoyl)-1,8b-dihydroxy-6,8-dimethoxy-3-phenyl-2,3,3a,8b-tetrahydro-1H-cyclopenta[b]benzofuran-2-carboxamide BrC1=CC=C(C=C1)[C@@]12OC3=C([C@@]1([C@@H]([C@@H]([C@H]2C2=CC=CC=C2)C(=O)NS(N(CC)CC)(=O)=O)O)O)C(=CC(=C3)OC)OC